(R)-1-(5-chloro-4-fluoro-2-(1-fluoro-3-hydroxy-propan-2-yloxy)phenyl)propan-1-one ClC=1C(=CC(=C(C1)C(CC)=O)O[C@@H](CF)CO)F